(3-(4-(1-aminoethyl)-4-methylpiperidin-1-yl)-6-(3-chloro-2-(3-(hydroxymethyl)azetidin-1-yl)pyridin-4-ylthio)pyrazin-2-yl)methanol NC(C)C1(CCN(CC1)C=1C(=NC(=CN1)SC1=C(C(=NC=C1)N1CC(C1)CO)Cl)CO)C